FC=1C=C(N2N=C(N=CC21)N[C@H]2[C@@H](COCC2)CC(=O)O)C(C(F)(F)F)C.N(=[N+]=[N-])CCC(CC)=O azidopropione (3S,4R)-4-({5-fluoro-7-[1,1,1-trifluoropropan-2-yl]pyrrolo[2,1-f][1,2,4]triazin-2-yl}amino)oxan-3-yl-acetate